4-[(3S)-azepin-3-ylamino]-6-[4-(morpholin-4-ylmethyl)phenyl]pyrido[3,2-d]pyrimidine-8-carboxamide N1C=C(C=CC=C1)NC=1C2=C(N=CN1)C(=CC(=N2)C2=CC=C(C=C2)CN2CCOCC2)C(=O)N